ClC=1C=CC(=C(C1)C1=CC(N(C=C1OC)[C@H](C(=O)NC1=CC2=CN(N=C2C=C1)C)CC)=O)N1N=NC(=C1)C(F)F (2S)-2-[4-{5-chloro-2-[4-(difluoromethyl)-1H-1,2,3-triazol-1-yl]phenyl}-5-methoxy-2-oxopyridin-1(2H)-yl]-N-(2-methyl-2H-indazol-5-yl)butanamide